penta-sodium phosphate P(=O)([O-])([O-])[O-].[Na+].[Na+].[Na+].[Na+].[Na+]